CN(C)CC1=C(C=CC=C1)C1=CC=C(S1)C(C)NC1=NC(=NC2=CC=C(C=C12)NC(=O)NC)C 1-(4-{[1-(5-{2-[(dimethylamino)methyl]phenyl}thiophen-2-yl)ethyl]amino}-2-methylquinazolin-6-yl)-3-methylurea